(R)-3-hydroxy-1-methyl-3-(3-(1-methyl-5-(1-tosyl-1H-pyrrolo[2,3-b]pyridin-3-yl)-1H-imidazol-2-yl)phenyl)pyrrolidin-2-one O[C@@]1(C(N(CC1)C)=O)C1=CC(=CC=C1)C=1N(C(=CN1)C1=CN(C2=NC=CC=C21)S(=O)(=O)C2=CC=C(C)C=C2)C